(5-chloro-4-(((3R,6S)-6-(hydroxymethyl)tetrahydro-2H-pyran-3-yl)amino)-1H-pyrrolo[2,3-b]pyridin-3-yl)(4-(2-fluoro-3-methoxyphenoxy)-2-methylphenyl)methanone ClC=1C(=C2C(=NC1)NC=C2C(=O)C2=C(C=C(C=C2)OC2=C(C(=CC=C2)OC)F)C)N[C@H]2CO[C@@H](CC2)CO